1-[(2R,3R,4S,5R)-4-benzyloxy-5-(benzyloxymethyl)-3-hydroxy-5-(hydroxymethyl)-tetrahydrofurane-2-yl]pyrimidine-2,4-dione C(C1=CC=CC=C1)O[C@H]1[C@H]([C@@H](O[C@]1(CO)COCC1=CC=CC=C1)N1C(NC(C=C1)=O)=O)O